(6-((2-((2-methoxy-4-(4-methylpiperazin-1-yl)-5-vinylphenyl)amino)-7H-pyrrolo[2,3-d]pyrimidine-4-yl)amino)quinoxalin-5-yl)dimethylphosphine oxide COC1=C(C=C(C(=C1)N1CCN(CC1)C)C=C)NC=1N=C(C2=C(N1)NC=C2)NC=2C(=C1N=CC=NC1=CC2)P(C)(C)=O